C(C1=CC=CC=C1)(=O)OC=1CC(NC(C1)(C)C)(C)C 4-benzoyloxy-2,2,6,6-tetramethylpyridine